C1=C(C=CC=2SC3=CC(=CC=C3SC12)C1=CC=C(C(=O)O)C=C1)C1=CC=C(C(=O)O)C=C1 4,4'-(thianthrene-2,7-diyl)dibenzoic acid